C(C)OC=1C=C(C=CC1OC)[C@@H](CS(=O)(=O)C)N1C(C2=CC=CC(=C2C1=O)NC(CCCCCC)=O)=O N-(2-((S)-1-(3-ethoxy-4-methoxyphenyl)-2-(methylsulfonyl)-ethyl)-1,3-dioxoisoindolin-4-yl)heptanamide